OC1(CCCC1)[C@H](S[C@@H]1O[C@@H]([C@@H]([C@@H]([C@H]1O)N1N=NC(=C1)C1=CC(=C(C(=C1)F)F)F)O)CO)C1=C(C=CC=C1)C (2S,3R,4S,5R,6R)-2-(((R)-(1-Hydroxycyclopentyl)(o-tolyl)methyl)thio)-6-(hydroxymethyl)-4-(4-(3,4,5-trifluorophenyl)-1H-1,2,3-triazol-1-yl)tetrahydro-2H-pyran-3,5-diol